ClC=1C(=NC(=NC1)N1C[C@H](C([C@H](C1)C)(F)F)C)NC1=CC2=C(N(C(N2CCC(C)(C)O)=O)C)C=C1 5-((5-Chloro-2-((3R,5S)-4,4-difluoro-3,5-dimethylpiperidin-1-yl)pyrimidin-4-yl)amino)-3-(3-hydroxy-3-methylbutyl)-1-methyl-1,3-dihydro-2H-benzo-[d]imidazol-2-one